C(CCCCC)C1(C(CCCC1)([SiH2]OCC)CCCCCC)CCCCCC tri-hexyl-cyclohexyl-(2-ethoxy)silane